6-(3-(Azetidin-1-yl)-5-fluorophenyl)-2-(pyridin-2-yl)phthalazin-1(2H)-one N1(CCC1)C=1C=C(C=C(C1)F)C=1C=C2C=NN(C(C2=CC1)=O)C1=NC=CC=C1